CC1(CN(CCN1)C1=CC=CC(=N1)CNC1=C2C(=NC=C1C#N)NC=C2C2CCOCC2)C 4-(((6-(3,3-dimethylpiperazin-1-yl)pyridin-2-yl)methyl)amino)-3-(tetrahydro-2H-pyran-4-yl)-1H-pyrrolo[2,3-b]pyridine-5-carbonitrile